FC(C1=CC(=NN1CC(=O)N1CCN(CC1)C)C(=O)[O-])F 5-(difluoromethyl)-1-(2-(4-methylpiperazin-1-yl)-2-oxoethyl)-1H-pyrazole-3-carboxylate